O=C1NC(CCC1N1C(C2=CC=CC(=C2C1)SCC1=CC=C(CCN2CCN(CC2)C2=C(C=C(C#N)C=C2)F)C=C1)=O)=O 4-(4-(4-(((2-(2,6-dioxopiperidin-3-yl)-1-oxoisoindolin-4-yl)thio)methyl)phenethyl)piperazin-1-yl)-3-fluorobenzonitrile